3-cyclopropoxy-N-(oxetan-3-yl)benzAmide C1(CC1)OC=1C=C(C(=O)NC2COC2)C=CC1